thio-diethylene bis[3-(3,5-di-tert-butyl-4-hydroxyphenyl) propionate] C(C)(C)(C)C=1C=C(C=C(C1O)C(C)(C)C)CCC(=O)OCCSCCOC(CCC1=CC(=C(C(=C1)C(C)(C)C)O)C(C)(C)C)=O